C(#N)C1=CC=C(CNC(=O)C2=NN(C=3C(N(CCC32)CC3(CC3)S(=O)(=O)C(COC[C@H](C)O)(C)C)=O)C)C=C1 (S)-N-(4-Cyanobenzyl)-6-((1-((1-(2-hydroxypropoxy)-2-methylpropan-2-yl)sulfonyl)cyclopropyl)methyl)-1-methyl-7-oxo-4,5,6,7-tetrahydro-1H-pyrazolo[3,4-c]pyridine-3-carboxamide